[[2-(3-chloro-2-thienyl)-1-methyl-propyl]amino]-3H-imidazole ClC1=C(SC=C1)C(C(C)NC1=NC=CN1)C